N1=C(C=NC2=CC=CC=C12)NC1=CC=C(C=C1)S(=O)(=O)N 4-(quinoxaline-2-ylamino)benzenesulfonamide